C(C)(C)(C)OC(=O)N1C(C2=CC=CC(=C2C1)C1=CC=CC=C1)NC(C)=O Acetylamino-4-phenylisoindoline-2-carboxylic acid tert-butyl ester